C1(C=2C(C(N1C(C(=O)OO)CCCC)=O)=CC=CC2)=O e-phthalimido-peroxy-hexanoic acid